[N+](=O)([O-])[O-].[Ir+3].C(CCCCC)=N.[N+](=O)([O-])[O-].[N+](=O)([O-])[O-] hexaanimine iridium nitrate